C(#N)C1=CC=C(C=C1)C=1CCN(CCC1)C(=O)OC(C)(C)C tert-Butyl 4-(4-cyanophenyl)-2,3,6,7-tetrahydro-1H-azepine-1-carboxylate